benzyl(2-aminoethyl) carbamate C(N)(OCC(N)CC1=CC=CC=C1)=O